tert-butyl (S)-(1-((3,5-dibromo-6-methylpyridin-2-yl)oxy)propan-2-yl)carbamate BrC=1C(=NC(=C(C1)Br)C)OC[C@H](C)NC(OC(C)(C)C)=O